1-(4-Carbamoylpyrimidin-2-yl)-3,3,4-trifluoro-piperidine-4-carboxylic acid C(N)(=O)C1=NC(=NC=C1)N1CC(C(CC1)(C(=O)O)F)(F)F